O=C1NC=2C(=NC=CN2)N=C1C1CCN(CC1)C(=O)OCC1=CC=CC=C1 Benzyl 4-(3-oxo-3,4-dihydropyrazino[2,3-b]pyrazin-2-yl)piperidine-1-carboxylate